C1(CC1)C1=NN(C=N1)C1CC2(CN(C2)C(=O)N2CC(C2)OCC2=CC=C(C=C2)OC(F)(F)F)C1 (6-(3-cyclopropyl-1H-1,2,4-triazol-1-yl)-2-azaspiro[3.3]heptan-2-yl)(3-((4-(trifluoromethoxy)benzyl)oxy)azetidin-1-yl)methanone